(1S,2S,5R)-1-hydroxy-2-isopropyl-5-methyl-N-(4-methylphenethyl)cyclohexane-1-carboxamide O[C@@]1([C@@H](CC[C@H](C1)C)C(C)C)C(=O)NCCC1=CC=C(C=C1)C